tert-Butyl (2R,5S)-4-(6-chloro-1-(methyl-d3)-2-oxo-1,2-dihydropyrido[3,2-d]pyrimidin-4-yl)-2-ethyl-5-methylpiperazine-1-carboxylate ClC=1C=CC=2N(C(N=C(C2N1)N1C[C@H](N(C[C@@H]1C)C(=O)OC(C)(C)C)CC)=O)C([2H])([2H])[2H]